C(C)(C)(C)OC(NC1=CC2=C(S1)C(C=C(C2=O)Br)=O)=O (5-bromo-4,7-dioxo-4,7-dihydrobenzo[b]Thien-2-yl)carbamic acid tert-butyl ester